FC1=C(C=C2C(=C(N(C2=C1)C1=CC(=C(C=C1)F)C)C(C)C)CCC(=O)O)OC 3-[6-fluoro-1-(4-fluoro-3-methyl-phenyl)-2-isopropyl-5-methoxy-indol-3-yl]Propionic acid